FC(C#CC(C(C(F)(F)F)(F)F)(F)F)(F)F 1,1,1,4,4,5,5,6,6,6-decafluoro-2-hexyne